5-ethoxy-2-hydroxycyclohexa-2,5-diene-1,4-dione C(C)OC=1C(C=C(C(C1)=O)O)=O